OC1=C(C=CC(=C1)O)C1=NC(=NC(=N1)C1=C(C=C(C=C1)O)O)C1=CC=C(C=C1)OC ls-4,6-bis(2',4'-dihydroxyphenyl)-2-(4'-methoxyphenyl)-1,3,5-triazine